6-methoxy-N-methylindole COC1=CC=C2C=CN(C2=C1)C